tetradecyl-dimethyl-benzyl-ammonia chloride [Cl-].C(CCCCCCCCCCCCC)C(C1=CC=CC=C1)N(C)C